5-(2H-1,2,3,4-tetrazol-5-ylmethyl)-[1,2,4]triazolo[1,5-a]pyridin-8-yl 4-[({[(tert-butoxy) carbonyl] amino}({[(tert-butoxy)carbonyl]imino})methyl)amino]benzoate C(C)(C)(C)OC(=O)NC(=NC(=O)OC(C)(C)C)NC1=CC=C(C(=O)OC=2C=3N(C(=CC2)CC=2N=NNN2)N=CN3)C=C1